BrC1=C(C=C(C(=O)N2CC=3N(CC2CO)C(N(C3C(=O)NCC3=C(C=CC=C3)C3=NC=CC=N3)C3=CC=C(C=C3)OC3CC3)=O)C=C1)C(F)(F)F 7-[4-bromo-3-(trifluoromethyl)benzoyl]-2-[4-(cyclopropoxy)phenyl]-6-(hydroxymethyl)-3-oxo-N-[(2-pyrimidin-2-ylphenyl)methyl]-6,8-dihydro-5H-imidazo[1,5-a]pyrazine-1-carboxamide